1,3-dimethylethylbenzene CC(C)C1=CC(=CC=C1)C